1-butyl-3-methylimidazole perchlorate salt Cl(=O)(=O)(=O)O.C(CCC)N1CN(C=C1)C